CC=1[NH2+]CC(C1)C 2,4-dimethylpyrrolinium